FC1=C(C=C(C=C1)C(F)(F)F)N1N=CC(=C1)C1=NC=CC=C1 [1-(2-fluoro-5-trifluoromethyl-phenyl)-1H-pyrazol-4-yl]-pyridine